2,3,6-trimethoxytoluene rac-tert-butyl-(3R,4S)-3-(difluoromethyl)-4-hydroxypyrrolidine-1-carboxylate C(C)(C)(C)OC(=O)N1C[C@H]([C@@H](C1)O)C(F)F.COC1=C(C)C(=CC=C1OC)OC |r|